N-methyl-N-((2R,3S)-2-methylazetidine-3-yl)methanesulfonamide trifluoroacetate FC(C(=O)O)(F)F.CN(S(=O)(=O)C)[C@@H]1[C@H](NC1)C